C12(CC3CC(CC(C1)C3)C2)N(CCCCCCC#CC=2C=CC3=C(C(=CO3)C3C(NC(CC3)=O)=O)C2)C 3-(5-(8-((adamantan-1-yl)(methyl)amino)oct-1-yn-1-yl)benzofuran-3-yl)piperidine-2,6-dione